Methyl (R)-3-bromo-4-(((2-hydroxypropyl)amino)methyl)benzoate BrC=1C=C(C(=O)OC)C=CC1CNC[C@@H](C)O